FC1(CCC(CC1)NC1=NC(=NC(=C1)C(C)(F)F)N1N=C(C=C1)C)F N-(4,4-difluorocyclohexyl)-6-(1,1-difluoroethyl)-2-(3-methyl-1H-pyrazol-1-yl)pyrimidin-4-amine